2-(3-cyclohexenyl)-4[3H]quinazolinone C1(CC=CCC1)C1=NC2=CC=CC=C2C(N1)=O